(3R*,4R*)-1-Cyclohexyl-4-{[5-(2,4-difluoro-phenyl)-isoxazole-3-carbonyl]-amino}-piperidine-3-carboxylic acid (2-hydroxy-ethyl)-methyl-amide OCCN(C(=O)[C@@H]1CN(CC[C@H]1NC(=O)C1=NOC(=C1)C1=C(C=C(C=C1)F)F)C1CCCCC1)C |o1:6,11|